1-(3-(difluoromethyl)-4-fluorophenyl)-5-fluoro-3-(trifluoromethyl)-1,5,6,7-tetrahydro-4H-indol-4-one FC(C=1C=C(C=CC1F)N1C=C(C=2C(C(CCC12)F)=O)C(F)(F)F)F